Methyl L-Alaninate N[C@@H](C)C(=O)OC